ClC=1C=C2C(N(C1)C(C(=O)NC1=C(C=CC(=C1)NC1CCNCC1)C)CC)=NC(=N2)SCC2=CC=C(C=C2)F 2-(6-chloro-2-((4-fluorobenzyl)thio)-4H-imidazo[4,5-b]pyridin-4-yl)-N-(2-methyl-5-(piperidin-4-ylamino)phenyl)butanamide